C(CCCCCCCCC\C=C/CCCCCC)(=O)[O-] cis-vaccenate